ClC1=C(C=CC(=C1C1=CC2=C(N=C(N=C2)NC)N(C1=O)C)Cl)NC(=O)C1=NN(C=C1)C1=CC=C(C=C1)F N-(2,4-dichloro-3-(8-methyl-2-(methylamino)-7-oxo-7,8-dihydropyrido[2,3-d]pyrimidin-6-yl)phenyl)-1-(4-fluorophenyl)-1H-pyrazole-3-carboxamide